4-[(1R)-3-(3-bromo-2-methyl-phenoxy)-1-methyl-propyl]piperidine BrC=1C(=C(OCC[C@@H](C)C2CCNCC2)C=CC1)C